4-hydroxy-4'-hydroxyazobenzene OC1=CC=C(C=C1)N=NC1=CC=C(C=C1)O